C(CCC)Cl normal butyl chloride